5-(1H-pyrazol-1-yl)-N-((2-(trifluoromethoxy)-phenyl)sulfonyl)quinoline-2-carboxamide N1(N=CC=C1)C1=C2C=CC(=NC2=CC=C1)C(=O)NS(=O)(=O)C1=C(C=CC=C1)OC(F)(F)F